C1[C@@H](C=C[C@@H]1N2C=NC3=C2N=C(NC3=O)N)CO The molecule is the (active) (-)-enantiomer of the carbocyclic analogue of 2',3'-dideoxy-2',3'-didehydroguanosine. It has a role as a HIV-1 reverse transcriptase inhibitor.